3-((methylsulfonyl)methyl)azetidine hydrochloride Cl.CS(=O)(=O)CC1CNC1